N1=CN=C(C2=C1NC=C2)O[C@@H]2CC[C@H](CC2)N2C(N(CC2=O)C2=CC(=CC=C2)C(F)(F)F)=O 3-[trans-4-(7H-pyrrolo[2,3-d]pyrimidin-4-yloxy)cyclohexyl]-1-[3-(trifluoromethyl)phenyl]-2,4-imidazolidinedione